FC(C=1C=C(/C=C/C(=O)O)C=C(C1)C(F)(F)F)(F)F trans-3,5-bis(trifluoromethyl)cinnamic acid